N[C@@H]1CC[C@H](CC1)OC1=CC=C2C(CC(C=3C(=NC=NC23)N)(C)C)=C1N(C)CCN 8-(trans-4-aminocyclohexoxy)-N7-(2-aminoethyl)-N7,5,5-trimethyl-6H-benzo[h]quinazoline-4,7-diamine